2-(2,6-dioxo-3-piperidyl)-4-[4-(methylaminomethyl)phenoxy]isoindoline-1,3-dione O=C1NC(CCC1N1C(C2=CC=CC(=C2C1=O)OC1=CC=C(C=C1)CNC)=O)=O